4-(4-((1-((3-Methoxyphenyl)sulfonyl)azetidin-3-yl)sulfonyl)-3,4-dihydro-2H-pyrido[4,3-b][1,4]thiazin-8-yl)benzonitrile COC=1C=C(C=CC1)S(=O)(=O)N1CC(C1)S(=O)(=O)N1C2=C(SCC1)C(=CN=C2)C2=CC=C(C#N)C=C2